NC=1C(=NC(=CN1)C1=CC=C(C=C1)N1CCN(CC1)C)C=1C=C2CCNC(C2=CC1F)=O 6-(3-amino-6-(4-(4-methylpiperazin-1-yl)phenyl)pyrazin-2-yl)-7-fluoro-3,4-dihydroisoquinolin-1(2H)-one